5-(1-methyl-1H-pyrazol-3-yl)-1,3,4-oxadiazole CN1N=C(C=C1)C1=NN=CO1